ClC1=CC(=CC(=N1)N1CCN(CC1)S(=O)(=O)C1=CC=C(C=C1)N1C[C@@H](CC1=O)NC(OC(C)(C)C)=O)C(C1CCC(CC1)CNC(C(F)(F)F)=O)(F)F tert-butyl N-[(3R)-1-[4-[4-[6-chloro-4-[difluoro-[4-[[(2,2,2-trifluoroacetyl)amino]methyl]cyclohexyl]methyl]-2-pyridyl]piperazin-1-yl]sulfonylphenyl]-5-oxo-pyrrolidin-3-yl]carbamate